CN1N=CC(=C1C1=CN2C(S1)=C(C=N2)C(=O)NC=2C(=NC=C(C2)NC(CN2CC(C2)(C)C)=O)C)C 2-(1,4-dimethyl-1H-pyrazol-5-yl)-N-(5-(2-(3,3-dimethylazetidin-1-yl)acetamido)-2-methylpyridin-3-yl)pyrazolo[5,1-b]thiazole-7-carboxamide